(R)-1-(3-(1-((7-Ethynyl-2-methyl-6-(2-(oxetan-3-yloxy)ethoxy)quinazolin-4-yl)amino)ethyl)-2-fluorophenyl)-1,1-difluoro-2-methylpropan-2-ol C(#C)C1=C(C=C2C(=NC(=NC2=C1)C)N[C@H](C)C=1C(=C(C=CC1)C(C(C)(O)C)(F)F)F)OCCOC1COC1